Cl.Cl.COC(=O)C1N(CCNC1)C(C)C 1-(propane-2-yl)piperazine-2-carboxylic acid methyl ester dihydrochloride